(diphenyltriazinyl)(pyridinyl)(phenyldibenzothiophenyl)benzene C1(=CC=CC=C1)C1=C(C(=NN=N1)C=1C(=C(C=CC1)C1=C(C=CC=2SC3=C(C21)C=CC=C3)C3=CC=CC=C3)C3=NC=CC=C3)C3=CC=CC=C3